ClC1=CC2=C(N(C(N=C2N2[C@H](CN(CC2)C(C=C)=O)C)=O)C=2N(C=CN2)C(C)C)N=C1C1=C(C=CC=C1O)F 6-chloro-7-(2-fluoro-6-hydroxy-phenyl)-4-((2S)-2-methyl-4-(2-propenoyl)-1-piperazinyl)-1-(1-(2-propanyl)-1H-imidazol-2-yl)pyrido[2,3-d]pyrimidin-2(1H)-one